(E)-ethyl (2-cyano-2-(2-(3,5-dichloro-4-((2-methyl-2H-indazol-5-yl)oxy)phenyl)hydrazono)acetyl)carbamate C(#N)\C(\C(=O)NC(OCC)=O)=N/NC1=CC(=C(C(=C1)Cl)OC1=CC2=CN(N=C2C=C1)C)Cl